C1(CCCCC1)NC=1C2=C(N=C(N1)NC1=C(C=C(C=C1)N1C(CCC1)=O)OC)NC=C2 1-(4-((4-(cyclohexylamino)-7H-pyrrolo[2,3-d]pyrimidin-2-yl)amino)-3-methoxyphenyl)pyrrolidin-2-one